C[N+](CCCCCCCCCCCCCC[N+](C)(C)C)(C)C tetradecamethylenebis(trimethylammonium)